BrCC1=C(C=C(C=C1)[N+](=O)[O-])C(F)(F)F 1-(bromomethyl)-4-nitro-2-(trifluoromethyl)benzene